3-(5-(5-amino-6-((1-(1-methylpiperidin-4-yl)-1H-pyrazol-4-yl)oxy)pyrazin-2-yl)-3-methyl-2-(7-oxa-2-azaspiro[3.5]nonan-2-yl)phenyl)tetrahydrofuran-3-ol NC=1N=CC(=NC1OC=1C=NN(C1)C1CCN(CC1)C)C=1C=C(C(=C(C1)C1(COCC1)O)N1CC2(C1)CCOCC2)C